C1=CC(=CC=2OC3=C(C21)C=CC=C3)N(C3=CC=C(C=C3)C(C)C)C3=CC2=C(C1=C(O2)C=C2C=C4C(OC5=C4C=CC(=C5)N(C=5C=CC4=C(OC6=C4C=CC=C6)C5)C5=CC=C(C=C5)C(C)C)=CC2=C1)C=C3 3,10-bis[N-(dibenzofuran-3-yl)-N-(4-isopropylphenyl)amino]naphtho[2,3-b:6,7-b']bis-benzofuran